O(C1=CC=CC=C1)C1=CC=C(C=C1)NC1=NN2C(=NC3=CC=CC=C3C2=O)S1 2-((4-Phenoxyphenyl)amino)-5H-[1,3,4]thiadiazolo[2,3-b]quinazolin-5-one